C(\C=C\C(=O)OCCN1CCOCC1)(=O)OC methyl (2-morpholinoethyl) fumarate